7,8-diamino-6-fluoro-2-(4-methoxyphenyl)-4H-chromen-4-one NC1=C(C=C2C(C=C(OC2=C1N)C1=CC=C(C=C1)OC)=O)F